tert-Butyl 5-{[(4R)-1-({1-[4-(acetylamino)phenyl]-4,4-difluorocyclohexyl}carbonyl)-4-fluoro-D-prolyl]amino}-1H-pyrazolo[4,3-b]pyridine-1-carboxylate C(C)(=O)NC1=CC=C(C=C1)C1(CCC(CC1)(F)F)C(=O)N1[C@H](C[C@H](C1)F)C(=O)NC1=CC=C2C(=N1)C=NN2C(=O)OC(C)(C)C